hydroxymethyl-tetrahydrofuran-3,4-diol OCC1OCC(C1O)O